C(C)OC(=O)C1(CC1)N1N=CC=N1 1-(2H-1,2,3-triazole-2-yl)cyclopropane-1-carboxylic acid ethyl ester